BrC1=NC(=CC=C1)COCC1CC1 2-bromo-6-(cyclopropylmethoxymethyl)pyridine